C1(CC1)OC(=O)C1N(CCN(C1)C1=CC(N(C2=CC=C(N=C12)C#N)C)=O)C(C1=CC=C(C=C1)F)C1=CC=C(C=C1)F 1-(Bis(4-fluorophenyl)methyl)-4-(6-cyano-1-methyl-2-oxo-1,2-dihydro-1,5-naphthyridin-4-yl)piperazine-2-carboxylic acid cyclopropyl ester